3-(1-(pyridin-4-yl)-1H-pyrazol-4-yl)-3-(5-(2-(5,6,7,8-tetrahydro-1,8-naphthyridin-2-yl)ethoxy)-1H-indazol-1-yl)propionic acid N1=CC=C(C=C1)N1N=CC(=C1)C(CC(=O)O)N1N=CC2=CC(=CC=C12)OCCC1=NC=2NCCCC2C=C1